FC=1C(=NC=CC1)CNC(=O)C=1N=C(SC1)C1(CC=C2C=C3C=CC=CC3=NC2=C1)C N-[(3-fluoropyridin-2-yl)methyl]-2-(3-methylacridin-3-yl)-1,3-thiazole-4-carboxamide